4-(bromomethyl)-3-(2-fluoro-3-nitrobenzyl)-7-((2-methoxyethoxy)methoxy)-2H-chromen-2-one BrCC1=C(C(OC2=CC(=CC=C12)OCOCCOC)=O)CC1=C(C(=CC=C1)[N+](=O)[O-])F